C1=CC(OC)=C2C=3[C@@]45[C@@H](O2)[C@@H](O)C=C[C@H]4[C@@H](CC13)N(C)CC5 codeine